tert-butyl 2-[4-[4-[(2,6-dioxo-3-piperidyl)amino]-2,5-difluoro-phenyl]-1-piperidyl]acetate O=C1NC(CCC1NC1=CC(=C(C=C1F)C1CCN(CC1)CC(=O)OC(C)(C)C)F)=O